ClC1=C(C=CC(=N1)N1CC(C1)C(C)(C)O)I 2-(1-(6-chloro-5-iodopyridin-2-yl)azetidin-3-yl)propan-2-ol